N-(5-bromo-2-nitropyridin-3-yl)-3-(3-hydroxy-3-methylbut-1-yn-1-yl)benzamide BrC=1C=C(C(=NC1)[N+](=O)[O-])NC(C1=CC(=CC=C1)C#CC(C)(C)O)=O